COCCN(C)CC1(CC1)CC=1C(=NC=CC1)C (1-((((2-Methoxyethyl)(methyl)amino)methyl)cyclopropyl)methyl)-2-methylpyridine